1-amino-3-(2-boronoethyl)-5-(dimethylamino)cyclohexane-1-carboxylic acid NC1(CC(CC(C1)N(C)C)CCB(O)O)C(=O)O